C1(CCC1)C=1C=C(C=CC1F)C=1N=CC=2N(C1)C(=C(N2)C(F)(F)F)C=2C(=C1C=NNC1=CC2)F 6-(3-cyclobutyl-4-fluoro-phenyl)-3-(4-fluoro-1H-indazol-5-yl)-2-trifluoromethyl-imidazo[1,2-a]pyrazine